N-(3-(N-(tert-butyl)sulfamoyl)-5-(pyridin-3-yl)phenyl)-6-((1-hydroxy-2-methylpropan-2-yl)amino)-2-(6-azaspiro[2.5]octan-6-yl)nicotinamide C(C)(C)(C)NS(=O)(=O)C=1C=C(C=C(C1)C=1C=NC=CC1)NC(C1=C(N=C(C=C1)NC(CO)(C)C)N1CCC2(CC2)CC1)=O